CC1=C(C=NN1C1CC(C1)C#N)[N+](=O)[O-] 3-(5-methyl-4-nitro-1H-pyrazol-1-yl)cyclobutane-1-carbonitrile